O1CC(CCC1)C(=O)O TETRAHYDRO-2H-PYRAN-3-CARBOXYLIC ACID